CC(C)N.[B] Boron (2-propanamine)